CC1CCC(N1)=O 5-methyl-2-pyrrolidone